2-Methoxyethoxycarbonyloxymethyl (1aR,7bS)-5-fluoro-2-hydroxy-1a,7b-dihydro-1H-cyclopropa[c][1,2]benzoxaborinine-4-carboxylate FC1=C(C2=C([C@@H]3[C@H](B(O2)O)C3)C=C1)C(=O)OCOC(=O)OCCOC